(4-(2,8-difluoro-4-((R)-3-hydroxy-3-methylpiperidin-1-yl)-6-(trifluoromethyl)quinazolin-7-yl)-3-iodobenzo[b]thiophen-2-yl)carbamic acid tert-butyl ester C(C)(C)(C)OC(NC1=C(C2=C(S1)C=CC=C2C2=C(C=C1C(=NC(=NC1=C2F)F)N2C[C@](CCC2)(C)O)C(F)(F)F)I)=O